C(C)NC(COC1=C(C=C(C=C1)\C=C\C(=O)C1=CC=C(C=C1)O)OC)=O N-Ethyl-2-[4-[(E)-3-(4-hydroxyphenyl)-3-oxoprop-1-enyl]-2-methoxyphenoxy]acetamide